C1(CC1)C=1OC=C(N1)C(=O)O.FC(C1=NC(=NO1)C1=CC=C(C=C1)N1C=NC(=C1)CC(=O)N)(F)F 2-(1-(4-(5-(trifluoromethyl)-1,2,4-oxadiazol-3-yl)phenyl)-1H-imidazol-4-yl)acetamide 2-cyclopropyloxazole-4-carboxylate